tert-butyl (2S,6R)-4-(8-carbamoyl-2-methoxy-quinazolin-5-yl)-2,6-dimethyl-piperazine-1-carboxylate C(N)(=O)C=1C=CC(=C2C=NC(=NC12)OC)N1C[C@@H](N([C@@H](C1)C)C(=O)OC(C)(C)C)C